1-((1-methyl-3-(trifluoromethyl)-1H-pyrazol-4-yl)sulfonyl)piperidine-4-carboxamide ethyl-2-(4-oxo-6-(3-(4-(trifluoromethoxy)phenyl)ureido)quinazolin-3(4H)-yl)acetate C(C)OC(CN1C=NC2=CC=C(C=C2C1=O)NC(=O)NC1=CC=C(C=C1)OC(F)(F)F)=O.CN1N=C(C(=C1)S(=O)(=O)N1CCC(CC1)C(=O)N)C(F)(F)F